3-ethoxy-2-fluoro-cyclobutanone C(C)OC1C(C(C1)=O)F